L-Valyl-N5-carbamoyl-L-ornithine N[C@@H](C(C)C)C(=O)N[C@@H](CCCNC(N)=O)C(=O)O